O1C(C1)COCCOCC1OC1 1,2-Bis(oxiran-2-ylmethoxy)ethane